CN1N=C(C=C1)NC1=C(N=CS1)C(=O)OCC Ethyl 5-((1-methyl-1H-pyrazol-3-yl)amino)thiazole-4-carboxylate